(Z)-pent-4-en-1-one C(CCC=C)=O